C(=O)C1=CC=C(OP2(NP(N=PN2C=O)(OC2=CC=C(C=C2)C=O)(OC2=CC=C(C=C2)C=O)OC2=CC=C(C=C2)C=O)(OC2=CC=C(C=C2)C=O)OC2=CC=C(C=C2)C=O)C=C1 hexa(4-formyl-phenoxy)cyclotriphosphazenealdehyde